COC=1C=C(C=CC1OC)C=CC(=O)C1=C(C=CC=C1)O 3-(3,4-Dimethoxyphenyl)-1-(2-hydroxyphenyl)prop-2-en-1-one